ClC1=NC=C(C(=C1)N1C[C@H](CCC1)NC(OC(C)(C)C)=O)CCC1CCOCC1 tert-Butyl (S)-(1-(2-chloro-5-((tetrahydro-2H-pyran-4-yl)ethanyl)pyridin-4-yl)piperidin-3-yl)carbamate